ClC=1C=C2C(=CC1Cl)NC(C21CNC(C1)C)=O 5,6-dichloro-5'-methyl-1H-spiro[indole-3,3'-pyrrolidin]-2-one